N-((3R,5S)-5-((1H-1,2,3-Triazol-1-yl)methyl)-1-cyanopyrrolidin-3-yl)-5-(2-(trifluoromethoxy)phenyl)oxazole-2-carboxamide N1(N=NC=C1)C[C@@H]1C[C@H](CN1C#N)NC(=O)C=1OC(=CN1)C1=C(C=CC=C1)OC(F)(F)F